ClC1=CC=C2C(=CNC2=C1)CC1N(CCC2=CC(=C(C=C12)OC)OC)C=O 1-((6-chloro-1H-indol-3-yl)methyl)-6,7-dimethoxy-3,4-dihydroisoquinoline-2(1H)-formaldehyde